FC1C(CNC1)O racemic-4-fluoro-3-hydroxypyrrolidine